2-[1-methyl-2-[(2-sulfoethyl)sulfanyl]guanidino]acetic acid CN(C(=NSCCS(=O)(=O)O)N)CC(=O)O